C(C=C)C1CCN(CC1)C1=C(C(=O)NC2=NC(=C(C=C2)C#N)Cl)C=CC(=C1)Br 2-(4-allylpiperidin-1-yl)-4-bromo-N-(6-chloro-5-cyanopyridin-2-yl)benzamide